C(CC)C1CC(=O)NCCC1 3-n-propyl-caprolactam